CC([O-])C.[Nb+5].CC([O-])C.CC([O-])C.CC([O-])C.CC([O-])C Niobium Isopropoxide